N1(C=CC=2C1=NC=CC2)C2=NC(=NC=C2)NC=2C(=CC(=C(C2)NC(\C=C\CN2CC1(CC1)C(C2)O)=O)NC)OC (E)-N-(5-((4-(1H-pyrrolo[2,3-b]pyridin-1-yl)pyrimidin-2-yl)amino)-4-methoxy-2-(methylamino)phenyl)-4-(7-hydroxy-5-azaspiro[2.4]hept-5-yl)but-2-enamide